C(C1=CC=CC=C1)C=1C=C(C=CC1O)C1=CC=CC=C1 3-benzyl-1,1'-biphenyl-4-ol